5-Hydroxy-2-phenyl-7-((6-(3,4-dimethoxyphenylamino)-2-methylpyrimidin-4-yl)oxy)-4H-chromen-4-one OC1=C2C(C=C(OC2=CC(=C1)OC1=NC(=NC(=C1)NC1=CC(=C(C=C1)OC)OC)C)C1=CC=CC=C1)=O